Cl.N1=CN=C2NC=NC2=C1N1CCSC(=C1)C(=O)N1CC(CCC1)(C)N (4-(9H-purin-6-yl)-3,4-dihydro-2H-1,4-thiazin-6-yl)(3-amino-3-methylpiperidin-1-yl)methanone hydrochloride